[N+](=[N-])=CC(C(C)NC(OC(C)(C)C)=O)=O Tert-butyl (4-diazo-3-oxobutan-2-yl)carbamate